NC=1C=C(C=NC1C)NC(=O)[C@@H]1N(CCC1)C(C)C (R)-N-(5-amino-6-methylpyridin-3-yl)-1-isopropylpyrrolidine-2-carboxamide